NC=1C(=CC2=C(OC(O2)(C2=CC=CC=C2)C)C1)C(=O)O 6-Amino-2-methyl-2-phenylbenzo[d][1,3]dioxolane-5-carboxylic acid